Methyl 2-(3-methoxypropyl)-5-({[6-(trifluoromethyl)pyridin-2-yl]carbonyl}amino)-2H-indazole-6-carboxylate COCCCN1N=C2C=C(C(=CC2=C1)NC(=O)C1=NC(=CC=C1)C(F)(F)F)C(=O)OC